7-(fluoromethoxy)-[1,2,4]triazolo[4,3-a]pyridin FCOC1=CC=2N(C=C1)C=NN2